N-(3-hydroxy-1,1-dioxo-2,3-dihydro-1λ6-benzothiophen-7-yl)acetamide OC1CS(C2=C1C=CC=C2NC(C)=O)(=O)=O